C1(=CC=CC=C1)NCCC[SiH](OCC)OCC N-phenylaminopropyldiethoxysilane